2-((3-(2-chloro-3-phenylanilino)-1-methylpyrazolo[4,5-b]pyridin-6-ylmethylene)amino)-2-methyl-3-hydroxypropionic acid ClC1=C(NC2=NN(C=3C2=NC=C(C3)C=NC(C(=O)O)(CO)C)C)C=CC=C1C1=CC=CC=C1